C(CCCCC(=O)[O-])(=O)OC hexanedioic acid, monomethyl ester